O=C1C=CC(=CN1C1=CC=CC=C1)NC([C@@H](C)C1=CC=CC=C1)=O (S)-N-(6-oxo-1-phenyl-1,6-dihydropyridin-3-yl)-2-phenylpropanamide